CN(CCCN1[C@H](CCC1)C=1C=NC=CC1)C |o1:6| (R) or (S)-1-(3-dimethylaminopropyl)-2-(3-pyridyl)pyrrolidine